2-amino-3-(1,3-oxazol-4-yl)propanoic acid NC(C(=O)O)CC=1N=COC1